C1(CC1)C=1C=C(C=CC1)C1=NC(=NC=C1F)N[C@@H]1CC[C@H](CC1)N trans-(1r,4r)-N1-(4-(3-cyclopropylphenyl)-5-fluoropyrimidin-2-yl)cyclohexane-1,4-diamine